C(C)(C)NNC1=NC=NC(=N1)NNC(C)C N,N'-bis(isopropylamino)-s-triazine-2,4-diamine